F[C@H]1CN(CC[C@H]1NC1=CC=CC2=C1SC(=C2CC(F)(F)F)C#CCNC=2C(=NC(=NC2)P(C)(C)=O)OC)C (5-((3-(7-(((3S,4R)-3-fluoro-1-methylpiperidin-4-yl)amino)-3-(2,2,2-trifluoroethyl)benzo[b]thiophen-2-yl)prop-2-yn-1-yl)amino)-4-methoxypyrimidin-2-yl)dimethylphosphine oxide